isopropyl pyridine-3-carboxylate N1=CC(=CC=C1)C(=O)OC(C)C